4-(3-(5-fluoro-2-methoxyphenyl)pyrazolo[1,5-a]pyrimidin-5-yl)-1-isobutylpyridin-2(1H)-one FC=1C=CC(=C(C1)C=1C=NN2C1N=C(C=C2)C2=CC(N(C=C2)CC(C)C)=O)OC